FC=1C2=C(C=3C(CN(C3C1)C(N)=N)C)C=CC(=C2)F 5,7-difluoro-1-methyl-1,2-dihydro-3H-benzo[e]indole-3-carboximidamide